O[C@H](CC(=O)[O-])C (S)-β-hydroxybutyrate